C(C1=CC=CC=C1)OC1=CC=C(C=C1)S(=O)(=O)Cl 4-(benzyloxy)benzenesulfonyl chloride